cyclohexane-1,2-diol C1(C(CCCC1)O)O